COC(=O)C=1N(C(OC1C)=O)C 3,5-dimethyl-2-oxo-2,3-dihydrooxazole-4-carboxylic acid methyl ester